3-(trihydroxysilyl)propyl-methylphosphonic acid sodium salt [Na+].O[Si](CCCCP([O-])([O-])=O)(O)O.[Na+]